[K].[K].[Mn] Manganese dipotassium